O1CCC(CC1)C(C)=O (tetrahydro-2H-pyran-4-yl)ethan-1-one